(R)-3-(2-hydroxy-6-methyl-4-(trifluoromethyl)phenyl)-1-(1-methylpiperidin-3-yl)pyridin-2(1H)-one OC1=C(C(=CC(=C1)C(F)(F)F)C)C=1C(N(C=CC1)[C@H]1CN(CCC1)C)=O